chloro-6-fluoro-N-(3-methylbut-2-en-1-yl)aniline ClN(C1=CC=CC=C1F)CC=C(C)C